NC[C@@]12[C@@H]([C@@H]([C@H](C(OC1)O2)N2C=CC=C2)O)O (1S,2R,3R,4R)-1-(Aminomethyl)-4-(1H-pyrrol-1-yl)-6,8-dioxabicyclo[3.2.1]octane-2,3-diol